C1(CC1)C=1N=NN(C1)[C@H](C(=O)N1[C@@H](C[C@H](C1)O)C(=O)NC(C)C1=CC(=CC=C1)N1S(CCC1)(=O)=O)C(C)(C)C (2S,4R)-1-[(2S)-2-(4-cyclopropyltriazol-1-yl)-3,3-dimethyl-butanoyl]-N-[1-[3-(1,1-dioxo-1,2-thiazolidin-2-yl)phenyl]ethyl]-4-hydroxy-pyrrolidine-2-carboxamide